4-(4-(pentadec-3-yn-6-yloxy)phenyl)butan-2-one CCC#CCC(CCCCCCCCC)OC1=CC=C(C=C1)CCC(C)=O